NC1=C(SC=2N=C(N=C(C21)C)C)C(=O)NC2CC=1C=C(C(=NC1CC2)N2CCC1C2CNC1)F 5-amino-N-(3-fluoro-2-{octahydropyrrolo[2,3-c]pyrrol-1-yl}-5,6,7,8-tetrahydroquinolin-6-yl)-2,4-dimethylthieno[2,3-d]pyrimidine-6-carboxamide